N(=[N+]=[N-])CC(=O)N[C@@H]1C(OC(=O)C2CCN(CC2)C)O[C@@H]([C@H]([C@@H]1OC(C)=O)OC(C)=O)COP(=O)(OC1=CC=CC=C1)N[C@@H](C)C(=O)OC(C)C 1-methylpiperidin-4-ylcarbonyl 2-(2-azidoacetylamino)-2-deoxy-3,4-di-O-acetyl-6-O-(((S)-1-isopropoxy-carbonylethylamino) (phenoxy) phosphoryl)-D-mannopyranoside